2-((6-(1H-pyrazol-4-yl)pyridin-3-yl)methyl)oxazole-4-carboxylic acid N1N=CC(=C1)C1=CC=C(C=N1)CC=1OC=C(N1)C(=O)O